ethyl ((((3S,5R,8R,9S,10S,13R,14S,17R)-14-hydroxy-10,13-dimethyl-17-(2-oxo-2H-pyran-5-yl)hexadecahydro-1H-cyclopenta[a]phenanthren-3-yl)oxy)methyl) carbonate C(OCC)(OCO[C@H]1CC[C@@]2([C@H]3CC[C@@]4([C@H](CC[C@@]4([C@@H]3CC[C@@H]2C1)O)C=1C=CC(OC1)=O)C)C)=O